ClC1=CC=C2C(=N1)N=C(O2)N[C@H]2CN(CCC2)CC |r| (rac)-5-Chloro-N-(1-ethyl-3-piperidyl)oxazolo[4,5-b]pyridin-2-amine